ClC=1C=C2C(=CC(=NC2=CC1)C(F)(F)F)N[C@@H]1C[C@@H](CCC1)NC(=O)C=1C=NN(C1)[C@H]1CN(CCC1)C(=O)OC(C)(C)C tert-butyl (3R)-3-(4-{[(1R,3S)-3-{[6-chloro-2-(trifluoromethyl)quinolin-4-yl]amino}cyclohexyl]carbamoyl}-1H-pyrazol-1-yl)piperidine-1-carboxylate